CN1C(N(C2=C1C=C(C=C2)C2CC(NC(C2)([2H])[2H])([2H])[2H])C2C(NC(CC2)=O)=O)=O 3-[3-Methyl-2-oxo-5-(2,2,6,6-tetradeuterio-4-piperidyl)benzimidazol-1-yl]piperidine-2,6-dione